(R)-N-ethyl-N-(2,2,2-trifluoro-1-(4-fluorophenyl)ethyl)-[1,2,4]triazolo[1,5-a]pyrazine-2-sulfonamide C(C)N(S(=O)(=O)C1=NN2C(C=NC=C2)=N1)[C@@H](C(F)(F)F)C1=CC=C(C=C1)F